Di-iso-butylaminodisilan C(C(C)C)N(CC(C)C)[SiH2][SiH3]